C1(=CC=CC=C1)C=1N=C2N(C=CN=C2)C1NC1=CC=C(C=C1)C(=O)N1CCCCC1 [4-[(2-phenylimidazo[1,2-a]pyrazin-3-yl)amino]phenyl]-piperidin-1-ylmethanone